N-Benzyl-5-methyl-2-(5-morpholin-4-yl-3,4'-bipyridin-2'-yl)-1H-imidazole-4-carboxamide C(C1=CC=CC=C1)NC(=O)C=1N=C(NC1C)C1=NC=CC(=C1)C=1C=NC=C(C1)N1CCOCC1